C(C)(C)(C)OC(=O)N(C(OC(C)(C)C)=O)C1=C(C=C2C(=N1)C=C(N2)C(=O)N2C(CC[C@@H](C2)C)C=2C=CC1=C(N=C(S1)C1CCN(CC1)C)C2)C tert-butyl N-tert-butoxycarbonyl-N-[6-methyl-2-[(5S)-5-methyl-2-[2-(1-methyl-4-piperidyl)-1,3-benzothiazol-5-yl]piperidine-1-carbonyl]-1H-pyrrolo[3,2-b]pyridin-5-yl]carbamate